4-Ureido-5-CarboxyimidazoleAmide N(C(=O)N)C=1N=C(NC1C(=O)O)C(=O)N